OC(C)(C)C=1SC(=CN1)[S@@](=O)(N)=NC(NC1=C2CCC2=CC=2CCC12)=O (R)-2-(2-hydroxypropan-2-yl)-N'-(tricyclo[6.2.0.03,6]deca-1,3(6),7-trien-2-ylcarbamoyl)thiazole-5-sulfonimidamide